Tetramethyl-cyclopentadienyl-zirconium (IV) chloride [Cl-].CC1=C(C(=C(C1[Zr+3])C)C)C.[Cl-].[Cl-]